(R)-5-isopropyl-6-(1H-pyrazol-4-yl)-N-(pyrrolidin-3-yl)-[1,2,4]triazolo[1,5-a]pyridin-2-amine C(C)(C)C1=C(C=CC=2N1N=C(N2)N[C@H]2CNCC2)C=2C=NNC2